C(=O)(O)C1=CC=C(C=C1)C=1C=C(C=C(C1)C1=CC=C(C=C1)C(=O)O)C=1C=CC=CC1 5-(3,5-bis(4-carboxyphenyl)phenyl)benzene